(R)-1',1'-Dioxido-4,5-dihydro-2H-spiro[furan-3,4'-pyrido[2,3-b][1,4,5]oxathiazepin] O=S1(C2=C(O[C@]3(C=N1)COCC3)N=CC=C2)=O